N-((S)-(7-(((1R,7S)-8,8-difluoro-4-oxo-3,5-diazabicyclo[5.1.0]octan-3-yl)methyl)imidazo[1,2-b]pyridazin-2-yl)(4,4-difluorocyclohexyl)methyl)-1-isopropyl-1H-pyrazole-5-carboxamide FC1([C@@H]2CNC(N(C[C@H]12)CC1=CC=2N(N=C1)C=C(N2)[C@@H](NC(=O)C2=CC=NN2C(C)C)C2CCC(CC2)(F)F)=O)F